1-(2-methyl-2H-indazol-5-yl)-1H-pyrazol CN1N=C2C=CC(=CC2=C1)N1N=CC=C1